FC(C1(C(C(C1(F)F)(F)F)(C(F)(F)F)F)F)(F)F 1,2-bis(trifluoromethyl)hexafluorocyclobutane